Cl.OC[C@@H]1O[C@@H](CNC1)CO [(2S,6R)-6-(hydroxymethyl)morpholin-2-yl]methanol hydrochloride